(E)-3-(2,6-dichlorophenyl)-N'-((E)-3-(2,6-dichlorophenyl)acryloyl)acrylohydrazide ClC1=C(C(=CC=C1)Cl)/C=C/C(=O)NNC(\C=C\C1=C(C=CC=C1Cl)Cl)=O